CN1N=NC(=C1)C=1C=C(C=CC1)[C@H](C)NC(CCCOC1=CC=C2CCC3(C2=C1)CCC(CC3)C(=O)O)=O 6'-[4-({(1S)-1-[3-(1-methyl-1H-1,2,3-triazol-4-yl)phenyl]ethyl}amino)-4-oxobutoxy]-2',3'-dihydrospiro[cyclohexane-1,1'-indene]-4-carboxylic acid